6-BENZYLOXY-1-BOC-INDOLE-2-BORONIC ACID C(C1=CC=CC=C1)OC1=CC=C2C=C(N(C2=C1)C(=O)OC(C)(C)C)B(O)O